2-(2,4-difluorophenyl)-2-methylpropionaldehyde FC1=C(C=CC(=C1)F)C(C=O)(C)C